ClC=1C=C(CC2=CC=C(N=N2)C=2C(=NN(C(C2)=O)CC)C(=O)N)C=CC1 (6-(3-chlorobenzyl)pyridazin-3-yl)-1-ethyl-6-oxo-1,6-dihydropyridazine-3-carboxamide